C(CCC)[Sn](O[Sn](CCCC)(CCCC)CCCC)(CCCC)CCCC 1,1,1,3,3,3-hexabutyldistannoxane